ClC=1C=C2C3=C(NC2=CC1)[C@@H](N(CC3)C3=NC(=CC(=N3)C)C)C[C@H]3COCCC3 (1S)-6-chloro-2-(4,6-dimethylpyrimidin-2-yl)-1-{[(3S)-oxan-3-yl]methyl}-2,3,4,9-tetrahydro-1H-pyrido[3,4-b]indole